CC1(CC(NC1)C(=O)O)C 4,4-dimethylpyrrolidine-2-carboxylic acid